BrCC(=O)C1(C(N(CC1)C)=O)O 3-(2-bromoacetyl)-3-hydroxy-1-methylpyrrolidin-2-one